1-[6-bromo-5-(methanesulfonyl)pyridin-2-yl]-3-tertiary-butylimidazolidin-2-one BrC1=C(C=CC(=N1)N1C(N(CC1)C(C)(C)C)=O)S(=O)(=O)C